C(CCCCCCCCCCC(=O)O)(=O)O.C(CCCCCCCCCCC)(N)N dodecanediamine dodecanedioate